N-(3-(2-Amino-3-(4-chlorophenoxy)phenyl)-3-oxopropyl)-4-hydroxybenzamide NC1=C(C=CC=C1OC1=CC=C(C=C1)Cl)C(CCNC(C1=CC=C(C=C1)O)=O)=O